3-(2H-benzotriazol-2-yl)-5-tert-butyl-4-hydroxybenzoic acid N=1N(N=C2C1C=CC=C2)C=2C=C(C(=O)O)C=C(C2O)C(C)(C)C